ClC=1N=CC(=NC1OC)C(C)O 1-(5-chloro-6-methoxypyrazin-2-yl)ethan-1-ol